4-((2,5-dimethyl-4,5-dihydro-2H-[1,2,3]triazolo[4,5-c]quinolin-6-yl)amino)-6-(3,3-dimethylureido)-N-(methyl-d3)nicotinamide CN1N=C2C(CN(C=3C(=CC=CC23)NC2=CC(=NC=C2C(=O)NC([2H])([2H])[2H])NC(=O)N(C)C)C)=N1